N1(CCCC1)C1=NC=C(C=C1)B1CC(C(C1)(C)C)(C)C 2-(pyrrolidin-1-yl)-5-(3,3,4,4-tetramethylborolan-1-yl)pyridine